C12(CC3CC(CC(C1)C3)C2)C2=CC=C(C=C2)C2=NC(=NC(=N2)C2=CC=CC=C2)C2=C(C=CC=C2)C2=NC(=NC(=N2)C2=CC=C(C=C2)C23CC1CC(CC(C2)C1)C3)C3=CC=CC=C3 1,2-bis(4-(4-(adamantan-1-yl)phenyl)-6-phenyl-1,3,5-triazin-2-yl)benzene